(1s,3as,6ar)-5-benzyl-3-oxooctahydropyrrolo[3,4-c]pyrrole-1-carboxylic acid C(C1=CC=CC=C1)N1C[C@H]2[C@@H](C1)C(N[C@@H]2C(=O)O)=O